4-((5-(3,5-dichlorophenyl)-1-(4-(trifluoromethyl)benzyl)-1H-indole-7-carboxamido)methyl)benzoic acid ClC=1C=C(C=C(C1)Cl)C=1C=C2C=CN(C2=C(C1)C(=O)NCC1=CC=C(C(=O)O)C=C1)CC1=CC=C(C=C1)C(F)(F)F